BrCC1=C(C(=NN1C)CC)I 5-(bromomethyl)-3-ethyl-4-iodo-1-methyl-1H-pyrazole